(R)-N-(1-(3-(1-ethyl-1H-pyrazol-3-yl)-5-(1-methyl-1H-pyrazol-4-yl)phenyl)ethyl)-2-methyl-5-(4-methylpiperazin-1-yl)benzamide C(C)N1N=C(C=C1)C=1C=C(C=C(C1)C=1C=NN(C1)C)[C@@H](C)NC(C1=C(C=CC(=C1)N1CCN(CC1)C)C)=O